N1=CC=C2N1C1=C(N=C2)N=CC(=C1)C(=O)N pyrazolo[1,5-a]pyrido[2,3-e]pyrazine-8-carboxamide